N-(6-((2R,4S)-4-((tert-butyldimethylsilyl)oxy)-2-(6-cyclopropylimidazo[1,2-a]pyridin-2-yl)pyrrolidin-1-yl)pyrimidin-4-yl)-3-(pyrimidin-2-yl)azetidine-1-carboxamide [Si](C)(C)(C(C)(C)C)O[C@H]1C[C@@H](N(C1)C1=CC(=NC=N1)NC(=O)N1CC(C1)C1=NC=CC=N1)C=1N=C2N(C=C(C=C2)C2CC2)C1